(5S,8S)-1-(9H-fluoren-9-yl)-5-isopropyl-8-methyl-3,6,9-trioxo-2,12-dioxa-4,7,10-triazatetradecan-14-oic acid C1=CC=CC=2C3=CC=CC=C3C(C12)COC(N[C@H](C(N[C@H](C(NCOCC(=O)O)=O)C)=O)C(C)C)=O